C1(=CC=CC=C1)C1=CC=NC(O1)=O (R)-6-phenyl-1,3-oxazin-2-one